FC=1C=C(C=CC1C(=O)O)C1=CC=C(C=C1)C1=N[C@H](C=2N(C3=C1C(=C(S3)C)C)C(=NN2)C)CC(=O)OC 3-Fluoro-4'-[(6S)-6-(2-methoxy-2-oxoethyl)-2,3,9-trimethyl-6H-thieno[3,2-f][1,2,4]triazolo[4,3-a][1,4]diazepin-4-yl][1,1'-biphenyl]-4-carboxylic acid